7-(6-(bis(4-methoxybenzyl)amino)-4-methyl-3-(trifluoromethyl)-pyridin-2-yl)-6-chloro-8-fluoro-2-(((S)-1-methylpyrrolidin-2-yl)methoxy)-quinazolin-4(3H)-one COC1=CC=C(CN(C2=CC(=C(C(=N2)C2=C(C=C3C(NC(=NC3=C2F)OC[C@H]2N(CCC2)C)=O)Cl)C(F)(F)F)C)CC2=CC=C(C=C2)OC)C=C1